(5R)-5-phenyl-N-[(3S)-7,9-difluoro-2-oxo-1,3,4,5-tetrahydro-1-benzazepine-3-yl]-6,7-dihydro-5H-pyrrolo[1,2-b][1,2,4]Triazole-2-carboxamide C1(=CC=CC=C1)[C@H]1CCC=2N1N=C(N2)C(=O)N[C@@H]2C(NC1=C(CC2)C=C(C=C1F)F)=O